NC1CCN(CC1)C=1N(C(C(=CN1)C1=CC(=CC=C1)F)=O)C 2-(4-aminopiperidin-1-yl)-5-(3-fluorophenyl)-1-methyl-6-oxopyrimidin